C1(CC1)N1N=C(N=C1[C@H]1C[C@@H](CC1)N1CCC2(CS(C2)(=O)=O)CC1)C1=NC(=CC=C1)C(F)(F)F 7-((1R,3R)-3-(1-cyclopropyl-3-(6-(trifluoromethyl)pyridin-2-yl)-1H-1,2,4-triazol-5-yl)cyclopentyl)-2-thia-7-azaspiro[3.5]nonane 2,2-dioxide